CC1=NC=CC(=C1)B1OC(C(O1)(C)C)(C)C 2-Methyl-4-(4,4,5,5-tetramethyl-[1,3,2]dioxaborolan-2-yl)-pyridine